1-isopropyl-1H-pyrazolo[4,3-c]pyridin-6-amine C(C)(C)N1N=CC=2C=NC(=CC21)N